methyl 4-(chloromethyl)-3-methylbenzoate ClCC1=C(C=C(C(=O)OC)C=C1)C